1,10-Bis-Trimethoxysilyl-Decane CO[Si](CCCCCCCCCC[Si](OC)(OC)OC)(OC)OC